O=C1NC(CCC1NC1=CC=C(C=C1)C1CN(C1)CCCCC=1C=C2C(=NC=NN2C1)C1=CC(=C(C=C1)CNC(OC(C)(C)C)=O)C)=O tert-butyl N-[[4-[6-[4-[3-[4-[(2,6-dioxo-3-piperidyl)amino]phenyl]azetidin-1-yl]butyl]pyrrolo[2,1-f][1,2,4]triazin-4-yl]-2-methyl-phenyl]methyl]carbamate